methyl (S)-3-bromo-1-(2-((tert-butoxycarbonyl) amino)-3-methoxy-3-oxopropyl)-1H-pyrazole-5-carboxylate BrC1=NN(C(=C1)C(=O)OC)C[C@@H](C(=O)OC)NC(=O)OC(C)(C)C